C1(=CC=CC=C1)N1C(=NC2=C1C=CC=C2)C2=CC=C(C=C2)C2=CC=CC1=C2SC2=C1C=CC=C2 N-phenyl-2-[4-(dibenzothiophen-4-yl)phenyl]benzimidazole